C(#N)C1=CC=C(C=C1)C1=CCC(C=C1)(C1=CC=CC=C1)CCCCCCCCCCC 4-cyano-4'-undecyl-p-terphenyl